CC1=NC(=CC(=C1)C1CCC(CC1)CN)C (4-(2,6-dimethylpyridin-4-yl)cyclohexyl)methylamine